4-methylpyridine hexafluorophosphate F[P-](F)(F)(F)(F)F.CC1=CC=NC=C1